m-[7-(2,6-Dimethyl-4-pyridyl)-4-({[(5-oxo-3-pyrrolidinyl)methyl]amino}carbonyl)-1,5,9-triazabicyclo[4.3.0]nona-2,4,6,8-tetraen-8-yl]benzonitrile CC1=NC(=CC(=C1)C1=C2N=C(C=CN2N=C1C=1C=C(C#N)C=CC1)C(=O)NCC1CNC(C1)=O)C